C(CCCCC)[C@@]12C=CC(CC1)C2 r-hexylnorbornene